[Pt](Cl)Cl.N1=C(C=CC=C1)C1=NC=CC=C1 (2,2'-bipyridine) platinum dichloride